2-[(6-bromo-3-fluoro-2-pyridyl)oxymethyl]-5-chloro-thiazole BrC1=CC=C(C(=N1)OCC=1SC(=CN1)Cl)F